CNC=1N(C=CN1)COCC[Si](C)(C)C N-methyl-1-(2-trimethylsilylethoxy-methyl)imidazol-2-amine